CS(=O)(=O)N[C@@H]1[C@@H](N(CCC1)C(=O)OC)CC=1C=C(C=CC1)C1=C(C=CC=C1)C(F)(F)F methyl cis-3-((methylsulfonyl)amino)-2-((2'-(trifluoromethyl)biphenyl-3-yl)methyl)piperidine-1-carboxylate